C1=CNC(=O)C1=O PyrroleDione